NC=1C=C(C(=O)OC)C=C(C1N)Cl methyl 3,4-diamino-5-chlorobenzoate